1-(4-Fluoro-phenyl)-3-[3-(2-isopropyl-2H-pyrazol-3-yl)-4-methoxy-phenyl]-urea FC1=CC=C(C=C1)NC(=O)NC1=CC(=C(C=C1)OC)C=1N(N=CC1)C(C)C